C(C(C)(C)C)(=O)O[C@H]1[C@H](O[C@@H]([C@H]([C@@H]1OC(C(C)(C)C)=O)OC(C(C)(C)C)=O)COC(C(C)(C)C)=O)Br 2,3,4,6-tetra-O-pivaloyl-α-D-glucosyl bromide